C1(CC1)C=1N=NN(C1)[C@H](C(=O)N1[C@@H](C[C@H](C1)O)C(=O)NC1CC(C1)NS(=O)(=O)C)C(C)(C)C (2S,4r)-1-[(2S)-2-(4-cyclopropyltriazol-1-yl)-3,3-dimethyl-butyryl]-4-hydroxy-N-[3-(methylsulfonylamino)cyclobutyl]pyrrolidine-2-carboxamide